C(C)(C)(C)OC(=O)NCC1=CC=C(C=C1)NC(=O)C1=CC2=C(OCCC3=C2SC=C3)C=C1C1=C(C(=O)OC(C)(C)C)C=C(C=C1)C(NCCC)=O tert-butyl 2-(9-((4-(((tert-butoxycarbonyl)amino)methyl)phenyl)carbamoyl)-4,5-dihydrobenzo[b]thieno[2,3-d]oxepin-8-yl)-5-(propylcarbamoyl)benzoate